6-(5-(6-methylpyridin-2-yl)-1H-imidazol-4-yl)quinoline-3-carboxylic acid CC1=CC=CC(=N1)C1=C(N=CN1)C=1C=C2C=C(C=NC2=CC1)C(=O)O